2-chloro-5-[(2-methoxyethyl)(methyl)carbamoyl]benzene-1-sulfonyl chloride ClC1=C(C=C(C=C1)C(N(C)CCOC)=O)S(=O)(=O)Cl